C(C)(C)(C)C=1C=C(C=C(C1O)C(C)(C)C)CCC(=O)[O-] 3-(3,5-di-tert.-butyl-4-hydroxyphenyl)propionate